O[C@@H](C)OC(=O)C1=CC=CC2=C1N(C(=N2)OCC)CC2=CC=C(C=C2)C2=C(C=CC=C2)C2=NN=NN2 |r| (±)-1-Hydroxyethyl-2-ethoxy-1-[p-(o-1H-tetrazole-5-ylphenyl)benzyl]-7-benzimidazolecarboxylate